OC(C(=O)OC)C=C Methyl 2-hydroxy-but-3-enoate